(E)-3-(1-(3,5-bis(trifluoromethyl) benzyl)-4-bromo-1H-pyrrolo[2,3-b]pyridin-3-yl)-2-cyanoacrylate FC(C=1C=C(CN2C=C(C=3C2=NC=CC3Br)/C=C(/C(=O)[O-])\C#N)C=C(C1)C(F)(F)F)(F)F